ClC1=C(C=C(OCC(=O)NN2CCC(CC2)C(=O)NNC(COC2=CC=C(C=C2)Cl)=O)C=C1)F 2-(4-chloro-3-fluorophenoxy)-N-(4-(2-(2-(4-chlorophenoxy)acetyl)hydrazinecarbonyl)piperidin-1-yl)acetamide